7-fluoro-3-methyl-3,4-dihydro-2H-1-benzopyran-4-amine FC1=CC2=C(C(C(CO2)C)N)C=C1